NC1=C2C(=NC=N1)N(N=C2C2=CC=C(C=C2)CNC(C2=C(C=CC(=C2)F)OC)=O)C2(CC2)N(C(=O)N2N=CN=C2)C N-(3-(4-amino-3-(4-((5-fluoro-2-methoxybenzamido)methyl)phenyl)-1H-pyrazolo[3,4-d]pyrimidin-1-yl)-3-cyclopropyl)-N-methyl-1H-1,2,4-triazole-1-carboxamide